CC1=NC=C(C=C1C1CCOCC1)C1=NN=C(N1)C(F)(F)F E-2-methyl-3-(tetrahydro-2H-pyran-4-yl)-5-(5-(trifluoromethyl)-4H-1,2,4-triazol-3-yl)pyridine